C1(=CC=CC=C1)C1=C(C(=O)OC2=NOC(C2)(C(F)(F)F)C2=CC(=CC(=C2)Cl)Cl)C=CC=C1C (5-(3,5-dichlorophenyl)-5-(trifluoromethyl)-4,5-dihydroisoxazol-3-yl) phenyl-3-methylbenzoate